FC1=C(C=CC(=C1)[N+](=O)[O-])N1CCN(CC1)[C@@H]1CC[C@H](CC1)CC(=O)OC(C)(C)C trans-tert-butyl 2-(4-(4-(2-fluoro-4-nitrophenyl)piperazin-1-yl)cyclohexyl)acetate